2-(2-chlorophenyl)-2,2-difluoroethanol ClC1=C(C=CC=C1)C(CO)(F)F